ClC=1C=C(NC2(CCC3(C(CC4=CC=CC=C34)C[C@H](C=O)C)CC2)C(=O)OC)C=CC1 methyl (1r,4R)-4-(3-chloroanilino)-2'-[(2R)-2-methyl-3-oxopropyl]-2',3'-dihydrospiro[cyclohexane-1,1'-indene]-4-carboxylate